N-(1-adamantyl)-1-(5-chloropentyl)-indazole-3-carboxamide C12(CC3CC(CC(C1)C3)C2)NC(=O)C2=NN(C3=CC=CC=C23)CCCCCCl